N1=C(C=CC=C1CO)CO 6-pyridinedimethanol